CN(C(C=CC=1C=C(C=CC1)C)=O)C N,N-dimethyl-3-(m-tolyl)acrylamide